[Si](C1=CC=CC=C1)(C1=CC=CC=C1)(C(C)(C)C)OC(C(=O)OCCCCCCCC(=O)O)CC(=O)OCCCCCCCC(=O)O 8,8'-((2-((tert-Butyldiphenylsilyl)oxy)succinyl)bis(oxy))dioctanoic acid